6-Bromo-4-fluorobenzo[d]thiazol-2-amin BrC1=CC2=C(N=C(S2)N)C(=C1)F